(S)-N2-[1-(4-fluorophenyl)ethyl]-N4-(pyrazin-2-yl)-6-(pyridin-3-yl)pyrimidine-2,4-diamine FC1=CC=C(C=C1)[C@H](C)NC1=NC(=CC(=N1)NC1=NC=CN=C1)C=1C=NC=CC1